OCC1=CC(=NO1)C1=NN=C2N1N=C(C1=CC=CC=C21)OCC2=NC=C(C(=O)NC(C)C)C=C2 6-(((3-(5-(hydroxymethyl)isoxazol-3-yl)-[1,2,4]triazolo[3,4-a]phthalazin-6-yl)oxy)methyl)-N-isopropylnicotinamide